(6-azaspiro[2.5]oct-6-yl)methanone C1CC12CCN(CC2)C=O